FC=1C=CC=2N(C3=CC=C(C=C3C2C1)F)CC(CN1C(C(CCC1)(F)F)=O)(C)O 1-(3-(3,6-difluoro-9H-carbazol-9-yl)-2-hydroxy-2-methylpropyl)-3,3-difluoropiperidin-2-one